1-(3-(difluoromethoxy)phenyl)-3-(4-fluorophenyl)-2-oxo-2,3-dihydro-1H-benzo[d]imidazole-5-carboxylic acid FC(OC=1C=C(C=CC1)N1C(N(C2=C1C=CC(=C2)C(=O)O)C2=CC=C(C=C2)F)=O)F